BrCCCCC=1C(=C(C2=CC=CC=C2C1)C#N)C=1NN=CC1 3-(4-bromobutyl)-2-(2H-pyrazol-3-yl)-1-naphthalenecarbonitrile